N-[(2,5-dichlorophenyl)methyl]-1-[3-(difluoromethyl)phenyl]-5-oxopyrrolidine-3-carboxamid ClC1=C(C=C(C=C1)Cl)CNC(=O)C1CN(C(C1)=O)C1=CC(=CC=C1)C(F)F